NC1=NC=2C=C(C(=CC2C2=C1C=NN2C)C(=O)N([C@@H]2COC1=NC(=CC=C12)C(F)(F)F)C)F 4-amino-7-fluoro-N,1-dimethyl-N-((3S)-6-(trifluoromethyl)-2,3-dihydrofuro[2,3-b]pyridin-3-yl)-1H-pyrazolo[4,3-c]quinoline-8-carboxamide